FC=1C(=C(C=C(C1)C(C)(CC(C)(C)C)C)C1=CC=CC=C1)F difluoro-5-(2,4,4-trimethylpentan-2-yl)-[1,1'-biphenyl]